4-(6-methylpyridin-2-yl)thiazol CC1=CC=CC(=N1)C=1N=CSC1